tert-butyl N-(1H-1,3-benzodiazol-2-ylmethyl)-N-[2-(4-{[(3-{[(tertbutyldimethylsilyl)oxy]methyl}pyridin-2-yl)methyl]carbamoyl}-1,3-thiazol-2-yl)ethyl]carbamate N1C(=NC2=C1C=CC=C2)CN(C(OC(C)(C)C)=O)CCC=2SC=C(N2)C(NCC2=NC=CC=C2CO[Si](C)(C)C(C)(C)C)=O